3-(4-acetamidophenyl)imidazo[1,2-a]pyrimidine-6-carboxylic acid C(C)(=O)NC1=CC=C(C=C1)C1=CN=C2N1C=C(C=N2)C(=O)O